ClC=1C(=NC(=CN1)C(F)(F)F)N1CC2(CC1)CCN(CC2)C(=O)OC(C)(C)C tert-butyl 2-(3-chloro-6-(trifluoromethyl)pyrazin-2-yl)-2,8-diazaspiro[4.5]decane-8-carboxylate